C(C(=C)C)(=O)OCCCC n-propylmethyl methacrylate